C/C(=C\COP(=O)(O)OP(=O)(O)O)/CC[C@H]1C(=C)CC[C@@H]2[C@@]1(CCCC2(C)C)C Labdadienyl Diphosphate